FCCCN1C[C@@H](CC1)OC=1SC=CN1 2-[(3R)-1-(3-fluoropropyl)pyrrolidin-3-yl]oxy-thiazole